1-[4-(4-{3-[(2R)-2-methyl-pyrrolidin-1-yl]-propoxy}-phenoxy)-piperidin-1-yl]-ethanone dihydrochloride Cl.Cl.C[C@H]1N(CCC1)CCCOC1=CC=C(OC2CCN(CC2)C(C)=O)C=C1